FC(F)S(=O)(=O)[O-] (difluoromethyl)sulfonate